ClC=1C=CC2=C(C1)C=1C(=CN(C(C1)=O)C(C(=O)OC(C)(C)C)C[C@@H](OC(F)F)C)CO[C@@H](C2)C Tert-Butyl (2ξ)-2-[(7R)-11-chloro-7-methyl-2-oxo-7,8-dihydro-2H-[3]benzoxocino[5,6-c]pyridin-3(5H)-yl]-2,3,5-trideoxy-4-O-(difluoromethyl)-L-glycero-pentonate